5-(benzylthio)-2-(1,1-difluoroethyl)-4-methylpyrimidine C(C1=CC=CC=C1)SC=1C(=NC(=NC1)C(C)(F)F)C